COC1=C2C=C(NC2=CC=C1)C(=O)N1[C@@H]([C@@H]2[C@H](C1)CCC2)C(=O)N[C@H](C(C(=O)NCC2=CC=CC=C2)O)C[C@H]2C(NCC2)=O (3S)-3-[[(1S,3aR,6aS)-2-(4-methoxy-1H-indole-2-carbonyl)-hexahydro-1H-cyclopenta[c]pyrrol-1-yl]formamido]-N-benzyl-2-hydroxy-4-[(3S)-2-oxopyrrolidin-3-yl]butanamide